[Br-].C(CCC)[P+](C1=CC=CC=C1)(C1=CC=CC=C1)C1=CC=CC=C1 Butyltriphenylphosphonium bromid